FC1=CC2=C(N=CC=C2C(=O)O)N1C fluoro-1-methyl-1H-pyrrolo[2,3-B]pyridine-4-carboxylic acid